rel-(1R,3R,5R,6R)-6-(tri-fluoromethyl)-2-azabicyclo[3.1.0]hexane-3-carboxylic acid FC([C@@H]1[C@H]2C[C@@H](N[C@@H]12)C(=O)O)(F)F |o1:2,3,5,7|